C(#N)C1(CC1)NS(=O)(=O)C=1C=C(C=2N(C1)C(=NC2)C=2SC(=NN2)C(F)(F)F)N2CCN(CC2)C(C(CO)C)=O N-(1-cyanocyclopropyl)-8-(4-(3-hydroxy-2-methylpropanoyl)piperazin-1-yl)-3-(5-(trifluoromethyl)-1,3,4-thiadiazol-2-yl)imidazo[1,5-a]pyridine-6-sulfonamide